6,6,6-trifluoro-N-(3-hydroxyoctyl)hexanamide FC(CCCCC(=O)NCCC(CCCCC)O)(F)F